N-[4-(phenylmethoxy)-2-fluorophenyl]-5-nitro-2-[3-(trifluoromethyl)phenyl]pyrimidin-4-amine C1(=CC=CC=C1)COC1=CC(=C(C=C1)NC1=NC(=NC=C1[N+](=O)[O-])C1=CC(=CC=C1)C(F)(F)F)F